C(C)(C)(C)OCCOCCCC 1-(2-tert-butoxyethoxy)butane